methyl 3-(9-((4-(aminomethyl)phenyl)carbamoyl)-4,5-dihydrobenzo[b]thieno[3,2-d]oxepin-8-yl)-6-(propylcarbamoyl)picolinate NCC1=CC=C(C=C1)NC(=O)C1=CC2=C(OCCC3=C2C=CS3)C=C1C=1C(=NC(=CC1)C(NCCC)=O)C(=O)OC